N-((1r,4r)-4-(2-methoxyethoxy)cyclohexyl)-5-(thiazol-5-yl)-1H-benzo[d]imidazole-7-carboxamide COCCOC1CCC(CC1)NC(=O)C1=CC(=CC2=C1NC=N2)C2=CN=CS2